4-((1H-imidazol-1-yl)methyl)-1-(3,4-dichlorophenethyl)-1H-1,2,3-triazole N1(C=NC=C1)CC=1N=NN(C1)CCC1=CC(=C(C=C1)Cl)Cl